2-(4-phenoxyphenyl)-6-(piperidine-4-yl)pyridine-3-carboxamide O(C1=CC=CC=C1)C1=CC=C(C=C1)C1=NC(=CC=C1C(=O)N)C1CCNCC1